S(=O)(=O)(O)C1=CC=C(C=C1)C(C1=CC=C(C=C1)S(=O)(=O)O)(C1=CC=C(C=C1)S(=O)(=O)O)Cl tris(4-sulfophenyl)methyl chloride